FC1(CN=CC=C1)F 3,3-difluoropyridine